2-(3-fluoro-4-methylphenoxy)-N-phenyl-N-(thiophen-2-ylmethyl)acetamide FC=1C=C(OCC(=O)N(CC=2SC=CC2)C2=CC=CC=C2)C=CC1C